methyl 1-(5-chloro-1-((tetrahydro-2H-pyran-4-yl)methyl)-1H-indole-3-carbonyl)-4-(4-fluorophenyl)piperidine-4-carboxylate ClC=1C=C2C(=CN(C2=CC1)CC1CCOCC1)C(=O)N1CCC(CC1)(C(=O)OC)C1=CC=C(C=C1)F